magnesium anthracene diformate C(=O)[O-].C(=O)[O-].C1=CC=CC2=CC3=CC=CC=C3C=C12.[Mg+2]